NC1=CC=C(C=N1)N1C[C@H](CCC1)N(CC1=CC(=NC=C1)OC)CC1=CN2C3=C(C(=C(C=C3C1=O)F)N1CCN(CC1)C)OCC2 (S)-6-(((1-(6-aminopyridin-3-yl)piperidin-3-yl)((2-methoxypyridin-4-yl)methyl)amino)methyl)-9-fluoro-10-(4-methylpiperazin-1-yl)-2,3-dihydro-7H-[1,4]oxazino[2,3,4-ij]quinolin-7-one